N-((1,2,3,5,6,7-Hexahydro-s-indacen-4-yl)carbamoyl)-2-morpholinoethane-1-sulfonamide, Potassium Salt [K].C1CCC2=C(C=3CCCC3C=C12)NC(=O)NS(=O)(=O)CCN1CCOCC1